BrC1=C(C=CC=C1)C(=O)N1C(=NC2=C1C=CC=C2)C(C)(C)C (2-Bromophenyl)(2-(tert-butyl)-1H-benzo[d]imidazol-1-yl)methanone